tert-butyl N-[(3S)-1-[7-[(8-fluoro-2-methyl-imidazo[1,2-a]pyridin-6-yl)carbamoyl]-2-methyl-indazol-4-yl]pyrrolidin-3-yl]-N-prop-2-ynyl-carbamate FC=1C=2N(C=C(C1)NC(=O)C1=CC=C(C3=CN(N=C13)C)N1C[C@H](CC1)N(C(OC(C)(C)C)=O)CC#C)C=C(N2)C